5-(2-bromoethyl)bicyclo[2.2.1]hept-2-ene BrCCC1C2C=CC(C1)C2